tert-butyl (2S,5S)-7-fluoro-2,3-dihydro-2,5-methanopyrido[3,2-f][1,4]oxazepine-4(5H)-carboxylate FC1=CC=2[C@H]3N(C[C@@H](OC2N=C1)C3)C(=O)OC(C)(C)C